C1(=C(C=CC=C1)OC[C@@H](OC1=C(C=CC=C1)C)COP(=O)(O)OCC[N+](C)(C)C)C 1,2-ditolyl-sn-glycero-3-phosphorylcholine